C1(CC2C(CC1)O2)CC[Si](O[Si](O[Si](C21CCC(CC2)C1)(C)C)(O[Si](C)(C)C12CCC(CC1)C2)O[Si](CCC2CC1C(CC2)O1)(C)C)(C)C bis([2-(3,4-epoxycyclohexyl)ethyl]dimethylsiloxy)bis(norbornyldimethylsiloxy)silane